9,9-bis(6-(2-hydroxy-ethoxy)naphthalen-2-yl)fluorene tert-Butyl-2-[[(1R)-1-(hydroxymethyl)-3,3-dimethyl-butyl]amino]-7-azaspiro[3.5]nonane-7-carboxylate C(C)(C)(C)OC(=O)N1CCC2(CC(C2)N[C@H](CC(C)(C)C)CO)CC1.OCCOC=1C=C2C=CC(=CC2=CC1)C1(C2=CC=CC=C2C=2C=CC=CC12)C1=CC2=CC=C(C=C2C=C1)OCCO